C1(CC1)C1=NC=NC(=C1C=1N=CC2=C(N1)N(C(C=C2)=O)CC2=CC=C(C=C2)C=2N(C=C(N2)C(F)(F)F)C)OC 2-(4-Cyclopropyl-6-methoxypyrimidin-5-yl)-8-(4-(1-methyl-4-(trifluoromethyl)-1H-imidazol-2-yl)benzyl)pyrido[2,3-d]pyrimidin-7(8H)-one